(1R,2S)-2-(6-ethoxypyridin-3-yl)-1-(2-methoxy-5-methylphenyl)-N-((2-methylquinolin-5-yl)sulfonyl)cyclopropanecarboxamide C(C)OC1=CC=C(C=N1)[C@H]1[C@@](C1)(C(=O)NS(=O)(=O)C1=C2C=CC(=NC2=CC=C1)C)C1=C(C=CC(=C1)C)OC